(2S,2'S)-4,4'-disulfanediylbis(2-aminobutyric acid) S(SCC[C@@H](C(=O)O)N)CC[C@@H](C(=O)O)N